C(OC1=CC=C(C=C1)[N+](=O)[O-])(OC1=CC=C(C=C1)[N+](=O)[O-])=O bis-(4-nitro-phenyl) carbonate